2-chloro-4-((4-nitrophenylethyl)amino)quinoline-6-carboxamide ClC1=NC2=CC=C(C=C2C(=C1)NCCC1=CC=C(C=C1)[N+](=O)[O-])C(=O)N